C(C)OC(CC=1N=CN(C1)C1=CC=C(C=C1)C#N)=O (1-(4-cyanophenyl)-1H-imidazol-4-yl)acetic acid ethyl ester